2-phenylcyclobutanol C1(=CC=CC=C1)C1C(CC1)O